7-chloro-6-fluoro-4-hydroxy-1-(3-isopropyl-1,5-dimethyl-1H-pyrazol-4-yl)-3-nitro-1,8-naphthyridin-2(1H)-one ClC1=C(C=C2C(=C(C(N(C2=N1)C=1C(=NN(C1C)C)C(C)C)=O)[N+](=O)[O-])O)F